CC1(CC(OO1)O)C 5,5-dimethyl-1,2-dioxolan-3-ol